2'-chloro-5'-methoxy-N-(5-(3-methoxyisonicotinoyl)-5,6-dihydro-4H-pyrrolo[3,4-d]thiazol-2-yl)-6-methyl-[4,4'-bipyridine]-3-carboxamide ClC1=NC=C(C(=C1)C1=C(C=NC(=C1)C)C(=O)NC=1SC2=C(N1)CN(C2)C(C2=C(C=NC=C2)OC)=O)OC